ClC=1C(=C(C(=C(C(=O)OCC)C1)NC(CC(=O)OCC)=O)F)C1=NC=CC2=CC=CC(=C12)C#N ethyl 5-chloro-4-(8-cyanoisoquinolin-1-yl)-2-(3-ethoxy-3-oxopropanamido)-3-fluorobenzoate